N1(CCC(CC1)N1N=C(C=2C1=NC=NC2N)C2=CC=C(C=C2)OC2=CC=C(C=C2)C(F)(F)F)C2CCNCC2 1-([1,4'-bipiperidin]-4-yl)-3-(4-(4-(trifluoromethyl)phenoxy)phenyl)-1H-pyrazolo[3,4-d]pyrimidin-4-amine